ClC1=NC(=NC(=C1)OC1=CC=C(C=C1)N1CCN(CC1)C)NS(=O)(=O)C=1C=NN(C1)C N-[4-chloro-6-[4-(4-methylpiperazin-1-yl)phenoxy]pyrimidin-2-yl]-1-methyl-pyrazole-4-sulfonamide